CC1=CC=NN1C1=CC=C(C(=O)N([C@H]2CNCCC2)C=2C=C3C(=CN2)N(C=C3)C)C=C1 (R)-4-(5-methyl-1H-pyrazol-1-yl)-N-(1-methyl-1H-pyrrolo[2,3-c]pyridin-5-yl)-N-(piperidin-3-yl)benzamide